ClC1=CC=CC=C1 chloro-benzene